NC1=C(C(=NN1C1CC(C1)C(=O)OCC)C1=CC=C2C=CC(=NC2=C1)C1=CC=CC=C1)C(N)=O ethyl (1s,3s)-3-(5-amino-4-carbamoyl-3-(2-phenylquinolin-7-yl)-1H-pyrazol-1-yl)cyclobutane-1-carboxylate